((1R,3s,5S)-8-benzyl-8-azabicyclo[3.2.1]oct-3-yl)benzofuran-6-carboxamide C(C1=CC=CC=C1)N1[C@H]2CC(C[C@@H]1CC2)C=2OC1=C(C2)C=CC(=C1)C(=O)N